BrC1=CC=C(C=C1)C=1N=C2N(C=CC=C2)C1CN1CC2C(C1)CN(C2)C(=O)C2CCCC2 [5-{[2-(4-Bromophenyl)imidazo[1,2-a]pyridin-3-yl]methyl}hexahydropyrrolo[3,4-c]pyrrol-2(1H)-yl](cyclopentyl)methanone